ClC=1C=C(C=CC1Cl)NC(=O)N1[C@H]2CC[C@@H]1CC=1N=C(N=CC12)C (5S,8R)-N-(3,4-dichlorophenyl)-2-methyl-6,7,8,9-tetrahydro-5H-5,8-epiminocyclohepta[d]-pyrimidine-10-carboxamide